2-(5-(1-((1S,2R,3S,5R)-2-fluoro-1,5-dimethyl-8-azabicyclo[3.2.1]octan-3-yl)vinyl)pyrazin-2-yl)-5-(1H-imidazol-1-yl)phenol F[C@H]1[C@@]2(CC[C@](C[C@H]1C(=C)C=1N=CC(=NC1)C1=C(C=C(C=C1)N1C=NC=C1)O)(N2)C)C